bis(tripropoxysilylpropyl)disulfane C(CC)O[Si](OCCC)(OCCC)CCCSSCCC[Si](OCCC)(OCCC)OCCC